C(=O)(OC(C)(C)C)N1C(=CC=C1)B1OC(C)(C)C(C)(C)O1 1-Boc-pyrrole-2-boronic acid pinacol ester